OC(CC=O)CCCCCC 3-hydroxynonan-1-one